NC1=CC=C(CNC(=O)NCCC2=CC=C(C=C2)N)C=C1 1-(4-aminobenzyl)-3-(4-aminophenylethyl)urea